BrCC1=C(C(=O)OC)C=C(C=C1)C methyl (bromomethyl)-5-methylbenzoate